2-Bromo-6-formylbenzoic acid ethyl ester C(C)OC(C1=C(C=CC=C1C=O)Br)=O